N1=C(N=CC2=CC=CC=C12)C(=O)O quinazolinic acid